3-tert-butyl-4-hydroxy-anisole C(C)(C)(C)C=1C=C(C=CC1O)OC